(2-(3-bromophenoxy)ethyl)piperazine-1-carboxylic acid tert-butyl ester C(C)(C)(C)OC(=O)N1C(CNCC1)CCOC1=CC(=CC=C1)Br